C(C)(C)(C)OC(=O)N1CC=2N(CC1)C(=CN2)C2=CC=C(C=C2)C=O 3-(4-formylphenyl)-5,6-dihydroimidazo[1,2-a]pyrazine-7(8H)-carboxylic acid tert-butyl ester